C(C)(=O)OC(C(F)(F)F)[C@@H]1C[C@@H]2[C@@H](OC(O2)(C)C)O1 1-((3aR,5S,6aR)-2,2-Dimethyltetrahydrofuro[2,3-d][1,3]dioxol-5-yl)-2,2,2-trifluoroethyl acetate